CN(C(O[C@@H]1N(CCC1)C1=NC(=CC=C1NC(CN1CCCC1)=O)NC=1C=C2C=NNC2=CC1)=O)C1CCNCC1 (S)-{1-{6-[(1H-indazol-5-yl) amino]-3-[2-(pyrrolidin-1-yl) acetamido] pyridin-2-yl} pyrrolidin-2-yl} methylpiperidin-4-ylcarbamate